4-ethyl-2-(4-methyl-1,3-benzothiazol-2-yl)-3a,4,7,7a-tetrahydroisoindole-1,3-dione C(C)C1C2C(N(C(C2CC=C1)=O)C=1SC2=C(N1)C(=CC=C2)C)=O